2-((1-cyclobutyl-1H-pyrazol-3-yl)amino)-8-cyclopentyl-5-methylpyrido[2,3-d]pyrimidin-7(8H)-one C1(CCC1)N1N=C(C=C1)NC=1N=CC2=C(N1)N(C(C=C2C)=O)C2CCCC2